2-(6-(((1R,2R,3S,5S)-2-fluoro-1,5-dimethyl-8-azabicyclo[3.2.1]oct-3-yl)oxy)pyridazin-3-yl)-5-(1H-pyrazol-4-yl)phenol F[C@@H]1[C@]2(CC[C@@](C[C@@H]1OC1=CC=C(N=N1)C1=C(C=C(C=C1)C=1C=NNC1)O)(N2)C)C